4-thio-thymine N1C(=O)NC(=S)C(C)=C1